FC1=C(C(=CC(=C1)C=1C=C(C=2N=C(N=CC2N1)N[C@@H]1CNC[C@H](C1)CF)CF)F)NS(=O)(=O)CC1=CC=CC=C1 N-(2,6-difluoro-4-(8-(fluoromethyl)-2-(((3S,5S)-5-(fluoromethyl)piperidin-3-yl)amino)pyrido[3,2-d]pyrimidin-6-yl)phenyl)-1-phenylmethanesulfonamide